4-([1,1'-Biphenyl]-2-yl)-N-(5-(methylsulfanyl)-1,3,4-thiadiazol-2-yl)-2-oxo-2H-pyran-6-carboxamide C1(=C(C=CC=C1)C1=CC(OC(=C1)C(=O)NC=1SC(=NN1)SC)=O)C1=CC=CC=C1